C(C)(=O)O[C@@H]1[C@@H]([C@H]([C@@H](SC=2C=C(C(=NC2)C#N)Br)O[C@@H]1COC(C)=O)OC)N1N=NC(=C1)C=1SC=C(N1)Cl 3-bromo-2-cyanopyridin-5-yl 4,6-di-O-acetyl-3-[4-(4-chlorothiazol-2-yl)-1H-1,2,3-triazol-1-yl]-3-deoxy-2-O-methyl-1-thio-α-D-galactopyranoside